1-Benzyl-N-[(6S)-2,4-dimethyl-5-oxo-7,8-dihydro-6H-pyrazolo[1,5-a][1,3]diazepin-6-yl]imidazol-4-carboxamid C(C1=CC=CC=C1)N1C=NC(=C1)C(=O)N[C@@H]1C(N(C=2N(CC1)N=C(C2)C)C)=O